azaphosphine N1=PC=CC=C1